[4-(2-azaspiro[3.3]heptan-6-ylmethyl)-2-(trifluoromethyl)phenyl]-imino-methyl-oxo-λ6-sulfane C1NCC12CC(C2)CC2=CC(=C(C=C2)S(=O)(C)=N)C(F)(F)F